FC1([C@@H](C1)C(=O)NC=1N=CC2=C(N=CC(=C2C1)C=1OC2=C(N1)C=C(C=C2)N2CCOCC2)NC)F (S)-2,2-difluoro-N-(8-(methylamino)-5-(5-morpholinylbenzo[d]oxazol-2-yl)-2,7-naphthyridin-3-yl)cyclopropane-1-carboxamide